N1N=C(C=C1)NC=1C=C(CNC(OC(C)(C)C)=O)C=C(C1)F tert-butyl (3-((1H-pyrazol-3-yl)amino)-5-fluorobenzyl)carbamate